CC1(CC1)S(=O)(=O)Cl 1-methyl-cyclopropanesulfonyl chloride